[Sn].CSCC(=O)OCCCCCC(C)C isooctyl monomethylmercaptoacetate tin